2-(4-amino-6-bromo-8-methyl-9H-pyrimido[4,5-b]indol-9-yl)acetic acid NC1=NC=NC=2N(C3=C(C=C(C=C3C21)Br)C)CC(=O)O